COC=1C=C(C=CC1)S(=O)(=O)N1CCC=2C1=CN=CC2C2=CC=C(C#N)C=C2 4-{1-[(3-methoxyphenyl)sulfonyl]-2,3-dihydro-1H-pyrrolo[2,3-c]pyridin-4-yl}benzonitrile